1-(2-hydroxy-5-methoxyphenyl)-3-(2',4'-dimethoxyphenyl)-1-propanol OC1=C(C=C(C=C1)OC)C(CCC1=C(C=C(C=C1)OC)OC)O